C(C=CC)(=O)Cl butenoic acid chloride